O=C1NC(CCC1N1CC=2C(C1=O)=CSC2CNC(=O)NCCCOC2=CC=CC=C2)=O 1-((5-(2,6-dioxopiperidin-3-yl)-4-oxo-5,6-dihydro-4H-thieno[3,4-c]pyrrol-1-yl)methyl)-3-(3-phenoxypropyl)urea